ethyl-2-chloropyrimidine C(C)C1=NC(=NC=C1)Cl